O1-benzyl O2-methyl (2S,4S)-4-[[6-[3-[[3-[[tert-butoxycarbonyl(methyl)amino]methyl]oxetan-3-yl]methyl]-2-methyl-benzimidazol-4-yl]-2-pyridyl]amino]pyrrolidine-1,2-dicarboxylate C(C)(C)(C)OC(=O)N(C)CC1(COC1)CN1C(=NC2=C1C(=CC=C2)C2=CC=CC(=N2)N[C@H]2C[C@H](N(C2)C(=O)OCC2=CC=CC=C2)C(=O)OC)C